FC1=CC=C(C=C1)C1=C(C(=NC2=CC(=CC=C12)O)N[C@H](C(=O)O)C)C(=C)C (2S)-2-[[4-(4-fluorophenyl)-7-hydroxy-3-isopropenyl-2-quinolyl]amino]propanoic acid